(E)-2-methyl-3-(4-(2-chloro-4-cyanophenyl)thiophen-2-yl)acrylamide C/C(/C(=O)N)=C\C=1SC=C(C1)C1=C(C=C(C=C1)C#N)Cl